FC(C1=NN=C(S1)C1=CN=C2N1C=C(C=C2N2C[C@H](OCC2)C(=O)N2[C@@H](CC2)CO)S(=O)(=O)NC2(CC2)C)F 3-(5-(difluoromethyl)-1,3,4-thiadiazol-2-yl)-8-((S)-2-((S)-2-(hydroxymethyl)azetidine-1-carbonyl)morpholino)-N-(1-methylcyclopropyl)imidazo[1,2-a]pyridine-6-sulfonamide